C(C)(C)(C)OC(=O)N1C(CNCC1)C1=CC=CC=C1 phenyl-piperazine-1-carboxylic acid tert-butyl ester